5-bromo-4-chloro-2-methoxy-pyridine BrC=1C(=CC(=NC1)OC)Cl